FC=1C=C2C(=NNC2=CC1OCCOC)C1=CC(=NO1)C=1C=CC(=NC1)N1CCS(CC1)(=O)=O 4-(5-{5-[5-fluoro-6-(2-methoxyethoxy)-1H-indazol-3-yl]-1,2-oxazol-3-yl}pyridin-2-yl)-1λ6-thiomorpholine-1,1-dione